(S)-2-(5-(N-(2-(2-(2-hydroxyethoxy)ethoxy)ethyl)-1-(isoquinolin-4-yl)piperidine-3-carboxamido)-2-oxopyridin-1(2H)-yl)acetic acid OCCOCCOCCN(C(=O)[C@@H]1CN(CCC1)C1=CN=CC2=CC=CC=C12)C=1C=CC(N(C1)CC(=O)O)=O